2-[4-(trifluoromethoxy)phenyl][1,2,4]triazolo[1,5-c]quinazolin FC(OC1=CC=C(C=C1)C1=NN2C=NC=3C=CC=CC3C2=N1)(F)F